3,5-dibromo-N-(4-(N-(3-chloro-2-methylphenyl)sulfamoyl)phenyl)benzenesulfonamide BrC=1C=C(C=C(C1)Br)S(=O)(=O)NC1=CC=C(C=C1)S(NC1=C(C(=CC=C1)Cl)C)(=O)=O